(6-Bromopyrazolo[1,5-a]pyrimidin-2-yl)-(2-methyl-4,5,7,8-tetrahydro-[1,3]thiazolo[4,5-d]azepin-6-yl)methanone BrC=1C=NC=2N(C1)N=C(C2)C(=O)N2CCC1=C(CC2)SC(=N1)C